(R)-6-Chloro-5-fluoro-1'-(5-(2-fluorobenzyl)-4H-1,2,4-triazole-3-carbonyl)spiro[benzo[d][1,3]oxazine-4,3'-piperidin]-2(1H)-one ClC1=C(C2=C(NC(O[C@@]23CN(CCC3)C(=O)C3=NN=C(N3)CC3=C(C=CC=C3)F)=O)C=C1)F